C(C)(C)C1C(CC(CC1)C)[N+](=CC(CCCCCCCCC)C)[O-] N-(2-isopropyl-5-methylcyclohexyl)-2-methylundecan-1-imine oxide